4-((1-(tert-Butoxycarbonyl)-4-methylpiperidin-4-yl)amino)-6-oxo-1-(tetrahydro-2H-pyran-4-yl)-1,6-dihydropyridine-3-carboxylic acid methyl ester COC(=O)C1=CN(C(C=C1NC1(CCN(CC1)C(=O)OC(C)(C)C)C)=O)C1CCOCC1